CC1=NOC2=C1C1=C(C(CC2)N)C=C(C=C1)C=1C=NN(C1)C 1-methyl-8-(1-methyl-1H-pyrazol-4-yl)-5,6-dihydro-4H-benzo[6,7]cyclohepta[1,2-d]isoxazol-6-amine